NC1=C(C=C(C=C1)N1CCN(CC1)C(=O)OC(C)(C)C)NC1=NC=NC=C1 tert-butyl 4-[4-amino-3-(pyrimidin-4-ylamino)phenyl]piperazine-1-carboxylate